COC=1C=C(C=CC1)C1=CN=C2N1N=C(C=C2)NCC=2SC=CC2 3-(3-methoxyphenyl)-N-(2-thienylmethyl)imidazo[1,2-b]pyridazin-6-amine